C(C)(=O)N[C@H]1[C@H](OCC(=O)N2CCOCC2)O[C@@H]([C@H]([C@@H]1O)O)CO 2-(Morpholin-4-yl)-2-oxoethyl 2-(acetylamino)-2-deoxy-β-D-glucopyranoside